[Na].C(=O)(OC(C)(C)C)NCCC1=CC=C(C=C1)O N-Boctyramine sodium salt